7-[4-({4-bromo-2-cyanofuro[2,3-c]pyridin-5-yl}amino)cyclohexyl]-7-azabicyclo[2.2.1]heptane-2-carboxylic acid BrC1=C2C(=CN=C1NC1CCC(CC1)N1C3C(CC1CC3)C(=O)O)OC(=C2)C#N